Cl.C(#N)C=1C(=CC(=NC1)NC(=O)N1CCCC2=CC(=C(N=C12)C=O)CN(C(=O)[C@@H]1OCCC1)C)NCCSC (R)-N-(5-cyano-4-((2-(methylthio)ethyl)amino)pyridin-2-yl)-7-formyl-6-((N-methyltetrahydrofuran-2-carboxamido)methyl)-3,4-dihydro-1,8-naphthyridine-1(2H)-carboxamide hydrochloride